BrC1=C(N(C)C)C=CC=C1 2-bromo-N,N-dimethyl-aniline